FC1=CC=C(CC2=CC3=C(OCCN3C(=O)OC(C)(C)C)N=C2C(N(C)OC)=O)C=C1 tert-butyl 7-(4-fluorobenzyl)-6-(methoxy (methyl) carbamoyl)-2,3-dihydro-1H-pyrido[2,3-b][1,4]oxazine-1-carboxylate